POC1=CC=CC=C1.[K] potassium phenyl phosphinite